N(=[N+]=[N-])C=C1CC(N)=CC=C1 3-azidomethyleneaniline